[Al].[Cu].F[C] fluorocarbon copper-aluminum